N[C@H](CC=1C=C2C(=NC(=NN2C1Br)Cl)NCC1=CC=C(C=C1)F)[C@H](C)F 6-((2R,3S)-2-amino-3-fluorobutyl)-7-bromo-2-chloro-N-(4-fluorobenzyl)pyrrolo[2,1-f][1,2,4]triazin-4-amine